FC(=O)OCF fluoromethyl fluoroformate